N-[(4S)-3,4-dihydro-2H-chromen-4-yl]-8-(4-methylpent-2-yl)-4-(morpholin-4-yl)quinoline-3-carboxamide O1CC[C@@H](C2=CC=CC=C12)NC(=O)C=1C=NC2=C(C=CC=C2C1N1CCOCC1)C(C)CC(C)C